ClC1=C(C=C2C(=C(C=NC2=C1)C(=O)OCC)C(C)C)C1=NC(=NC=C1F)N[C@H]1[C@@H](COCC1)O ethyl 7-chloro-6-(5-fluoro-2-(((3S,4R)-3-hydroxytetrahydro-2H-pyran-4-yl)amino)pyrimidin-4-yl)-4-isopropylquinoline-3-carboxylate